(cis)-3-[6-(2-bromoethoxy)-1-methyl-4-(trifluoromethyl)-1H-1,3-benzimidazol-2-yl]-1-methylcyclobutanol BrCCOC=1C=C(C2=C(N(C(=N2)C2CC(C2)(O)C)C)C1)C(F)(F)F